dicyclopentyl(3,5-diisopropylphenyl)phosphine C1(CCCC1)P(C1=CC(=CC(=C1)C(C)C)C(C)C)C1CCCC1